3-(7-(4,5-dimethylpyrimidin-2-yl)-1,3-dihydroisobenzofuran-4-yl)propanoic acid CC1=NC(=NC=C1C)C=1C=CC(=C2COCC12)CCC(=O)O